FC(C1=CC=C(C=C1)N1N=CC2=C(C=CC=C12)OCC(=O)OC(C)(C)C)(F)F tert-butyl 2-((1-(4-(trifluoromethyl)phenyl)-1H-indazol-4-yl)oxy)acetate